3-chloro-N-(3-((1s,3s)-3-methyl-1-(4-methyl-4H-1,2,4-triazol-3-yl)cyclobutyl)phenyl)-6-(((1-methylcyclopropyl)amino)methyl)imidazo[1,2-a]pyridine-8-carboxamide ClC1=CN=C2N1C=C(C=C2C(=O)NC2=CC(=CC=C2)C2(CC(C2)C)C2=NN=CN2C)CNC2(CC2)C